1-(bromomethyl)-4-(2-methoxy-1,1-dimethyl-ethoxy)benzene BrCC1=CC=C(C=C1)OC(COC)(C)C